C(C)OP(OCC)(=O)CSC1=CC(=CC=C1)O (3-Hydroxyphenylthio)methylphosphonic acid diethyl ester